OC=1C=C2OC3=CC(C=CC3=C(C2=CC1)C1=C(C(=O)O)C=CC=C1)=O (6-hydroxy-3-oxo-3H-xanthen-9-yl)benzoic acid